scandium tetradecenoate C(C=CCCCCCCCCCCC)(=O)[O-].[Sc+3].C(C=CCCCCCCCCCCC)(=O)[O-].C(C=CCCCCCCCCCCC)(=O)[O-]